2,2-dimethoxy-N-(aminoethyl)-1-aza-2-silacyclopentane CO[Si]1(N(CCC1)CCN)OC